OCN[C@@H](CO)C(=O)O (hydroxymethyl)serine